CC=1N=C(SC1N1CCN(CC1)CCC)C1=NNC(=C1CC(F)(F)F)C=1C=C(C=2N(C1)N=CN2)C 4-methyl-2-(5-(8-methyl-[1,2,4]triazolo[1,5-a]pyridin-6-yl)-4-(2,2,2-trifluoroethyl)-1H-pyrazol-3-yl)-5-(4-propylpiperazin-1-yl)thiazole